CS(=O)(=O)O[C@@H]1CNC([C@H]1NC(CCC1=C(NC2=C(C=C(C=C12)F)F)C1=CC=C(C=C1)F)=O)=O [(3R,4S)-4-[3-[5,7-difluoro-2-(4-fluorophenyl)-1H-indol-3-yl]propanoyl-amino]-5-oxo-pyrrolidin-3-yl] methanesulfonate